3-amino-N-[(6S)-2-[(5S,9R)-9-amino-1-oxa-7-azaspiro[4.4]nonan-7-yl]-5,6,7,8-tetrahydroquinolin-6-yl]-6-methylthieno[2,3-b]pyridine-2-carboxamide NC1=C(SC2=NC(=CC=C21)C)C(=O)N[C@@H]2CC=1C=CC(=NC1CC2)N2C[C@@]1(CCCO1)[C@@H](C2)N